N-[(4-cyclopropyl-3-fluorophenyl)(phenyl)methyl]-4-fluoro-1-[2-(2-oxo-2,3-dihydro-1H-indol-1-yl)acetyl]pyrrolidine-2-carboxamide C1(CC1)C1=C(C=C(C=C1)C(NC(=O)C1N(CC(C1)F)C(CN1C(CC2=CC=CC=C12)=O)=O)C1=CC=CC=C1)F